CC1(NC(C=C(C1)C1=NC=2N(C=C1)C=C(N2)C=2C(=CC1=CC=CC=C1C2)O)(C)C)C 3-(7-(2,2,6,6-tetramethyl-1,2,3,6-tetrahydropyridin-4-yl)imidazo[1,2-a]pyrimidin-2-yl)naphthalen-2-ol